C(C(C)(C)C)(=O)OC(C(CC(=O)OC(C(C)(C)C)=O)CC(C)C)=O isobutyl-succinic acid dipivalyl ester